(1R,3S,5R)-N-(6-bromopyridin-2-yl)-2-(2-(2,6-diamino-9H-purin-9-yl)acetyl)-2-azabicyclo[3.1.0]hexane-3-carboxamide BrC1=CC=CC(=N1)NC(=O)[C@H]1N([C@@H]2C[C@@H]2C1)C(CN1C2=NC(=NC(=C2N=C1)N)N)=O